C(C)(C)(C)OC(=O)N/C(/N1[C@@H](CCC1)C1=NC(=NO1)C1=CC2=CC=C(C=C2C=C1)OCCCCCCC)=N/C(OC(C)(C)C)=O Tert-butyl (S,Z)-(((tert-butoxycarbonyl)amino)(2-(3-(6-(heptyloxy)naphthalen-2-yl)-1,2,4-oxadiazol-5-yl)pyrrolidin-1-yl)methylene)carbamate